4-((1-((2,4-Dichlorophenyl)sulfonyl)-3-(((2-hydroxypropyl)amino)methyl)azetidin-3-yl)methoxy)-2-fluorobenzonitrile hydrochloride Cl.ClC1=C(C=CC(=C1)Cl)S(=O)(=O)N1CC(C1)(CNCC(C)O)COC1=CC(=C(C#N)C=C1)F